Cl.Cl.OC[C@H]1CNCC[C@H]1NC1=CC=C2C(=NN(C2=C1)C)C1C(NC(CC1)=O)=O 3-[6-[[(3S,4R)-3-(hydroxymethyl)-4-piperidinyl]amino]-1-methyl-indazol-3-yl]piperidine-2,6-dione dihydrochloride